Isooctanoic acid potassium salt [K+].C(CCCCC(C)C)(=O)[O-]